(Z)-3-[(3,4-dimethyl-5-oxo-2H-furan-2-yl)oxy]-2-indazol-1-yl-prop-2-enenitrile CC=1C(OC(C1C)=O)O\C=C(\C#N)/N1N=CC2=CC=CC=C12